OC(C=CC1=CC=CC=C1)C=1C(CCCC1)=O (1-hydroxy-3-phenylallyl)-cyclohexenone